4-benzylpyridine nitrogen [N].C(C1=CC=CC=C1)C1=CC=NC=C1